1-[5-(amino)pentyl]-uracil NCCCCCN1C(=O)NC(=O)C=C1